hexamethylenediamine-tetraacetic acid N(CCCCCCN(CC(=O)O)CC(=O)O)(CC(=O)O)CC(=O)O